N[C@@H]1[C@@H](OCC12CCN(CC2)C2=NC=C(C=1N2C=CN1)SC1=C(C(=NC=C1)N1CC(C1)C#N)Cl)C 1-[4-({5-[(3S,4S)-4-amino-3-methyl-2-oxa-8-azaspiro[4.5]dec-8-yl]imidazo[1,2-c]pyrimidin-8-yl}sulfanyl)-3-chloropyridin-2-yl]azetidine-3-carbonitrile